CC1(OCC(O1)CCNC=1SC(=C(N1)C(=O)OC)CCCOC1=C(C=C(C=C1)C#CCN(C)CC1=CC=C(C=C1)OC)F)C Methyl 2-[2-(2,2-dimethyl-1,3-dioxolan-4-yl)ethylamino]-5-[3-[2-fluoro-4-[3-[(4-methoxyphenyl)methyl-methyl-amino]prop-1-ynyl]phenoxy]propyl]thiazole-4-carboxylate